C(C(=C)C)(=O)OC(C)COC(C(=C)C)=O 2,3-dimethacryloxypropane